N-[4-[(6,7-dimethoxy-1,5-naphthyridin-4-yl)oxy]phenyl]-5-(4-fluoro-2-methylphenyl)-1,2,6-trimethyl-4-oxopyridine-3-carboxamide COC=1N=C2C(=CC=NC2=CC1OC)OC1=CC=C(C=C1)NC(=O)C1=C(N(C(=C(C1=O)C1=C(C=C(C=C1)F)C)C)C)C